BrC1=CN(C2=CN=C(C=C21)NC(C)=O)C2CC(C2)COC N-(3-bromo-1-((1r,3r)-3-(methoxymethyl)cyclobutyl)-1H-pyrrolo[2,3-c]pyridin-5-yl)acetamide